2-((5-fluoro-4-oxo-7-(4,4,5,5-tetramethyl-1,3,2-dioxaborolan-2-yl)-3,4-dihydrophthalazin-1-yl)methyl)isoindoline-1,3-dione FC1=C2C(NN=C(C2=CC(=C1)B1OC(C(O1)(C)C)(C)C)CN1C(C2=CC=CC=C2C1=O)=O)=O